[Si](C)(C)(C(C)(C)C)OC[C@@H]1N(CC[C@@H]1N(S(=O)(=O)C)CC1=CC=C(C=C1)OC)C(=O)OC(C)(C)C tert-butyl (2R,3S)-2-(((tert-butyldimethylsilyl)oxy)methyl)-3-(N-(4-methoxybenzyl)methylsulfonamido)pyrrolidine-1-carboxylate